2,4-dichloro-3,5-dimethylpyrimidine ClC1N=CC(=C(N1C)Cl)C